2-hydroxy-1-{4-[4-(2-hydroxy-2-methyl-propionyl)-benzyl]phenyl}-2-methyl-propane-1-on OC(C(=O)C1=CC=C(C=C1)CC1=CC=C(C=C1)C(C(C)(C)O)=O)(C)C